FC1=C(NC=2C3=C(N=CN2)C=C(C(=N3)N3[C@@H]2CN([C@H](C3)C2)C(=O)OC(C)(C)C)F)C=CC(=C1F)OCC12COC(C1)C2 tert-butyl (1S,4S)-5-[4-[2,3-difluoro-4-(2-oxabicyclo[2.1.1]hexan-4-ylmethoxy)anilino]-7-fluoro-pyrido[3,2-d]pyrimidin-6-yl]-2,5-diazabicyclo[2.2.1]heptane-2-carboxylate